NC1=NC(N(C=C1)[C@H]1C[C@@H](CO1)O)=O.[Co] cobalt (2R,3S,5R)-5-(4-amino-2-oxopyrimidin-1(2H)-yl)-3-hydroxytetrahydrofuran